C(CCC)(=O)OCCCCCCCCCCCCCCCC Hexadecyl butyrate